2-(((S)-1-(cyclopropanecarbonyl)pyrrolidin-3-yl)amino)pyridine C1(CC1)C(=O)N1C[C@H](CC1)NC1=NC=CC=C1